(R)-8-(2-((S)-2,2-dimethylcyclohexyl)thiazol-5-yl)-9-oxooctahydro-2H-pyrazino[1,2-a]pyrazine-2-carbonitrile CC1([C@H](CCCC1)C=1SC(=CN1)N1C([C@@H]2N(CCN(C2)C#N)CC1)=O)C